ClC=1C=C(C=CC1C)C1(CC1)C1=NOC(=N1)CC(C(=O)O)=C 2-((3-(1-(3-chloro-4-methylphenyl)cyclopropyl)-1,2,4-oxadiazol-5-yl)methyl)acrylic acid